methyl-hydroxy-methyl-carboxylate CC(C(=O)[O-])O